(3S,4R)-1-(4-((8-((R)-2-(difluoromethyl)azetidin-1-yl)-5-isopropyl-2,7-naphthyridin-3-yl)amino)pyrimidin-2-yl)-3-fluoro-3-methylpiperidin-4-ol FC([C@@H]1N(CC1)C=1N=CC(=C2C=C(N=CC12)NC1=NC(=NC=C1)N1C[C@]([C@@H](CC1)O)(C)F)C(C)C)F